1-(((2s,3r)-3-ethyl-5-oxopyrrolidin-2-yl)methoxy)-8,9-dihydrofuro[2,3-h]isoquinoline-6-carboxamide C(C)[C@H]1[C@H](NC(C1)=O)COC1=NC=CC2=CC(=C3C(=C12)CCO3)C(=O)N